Cl.N[C@@H](C)C(=O)N L-alanyl-amine hydrochloride